4-Acetyl-3,4-dihydro-2-methyl-N-(1,2,3,4-tetrahydro-1-naphthalenyl)-2H-1,4-benzothiazine-6-sulfonamide C(C)(=O)N1CC(SC2=C1C=C(C=C2)S(=O)(=O)NC2CCCC1=CC=CC=C21)C